NC1=NC=NN2C1=C(C=C2C=2C=NC(=C(C(=O)N[C@@H]1CN(C[C@@H]1F)C(C(C)(C)F)=O)C2)OC([2H])([2H])[2H])CN2CC(C2)(F)F 5-{4-amino-5-[(3,3-difluoroazetidin-1-yl)methyl]pyrrolo[2,1-f][1,2,4]triazin-7-yl}-N-[(3R,4S)-4-fluoro-1-(2-fluoro-2-methylpropanoyl)pyrrolidin-3-yl]-2-(methoxy-d3)nicotinamide